5-(4-methoxyphenyl)-3-(1-(2-(4-nitrophenoxy)ethyl)-1H-benzo[d]imidazol-2-yl)isoxazole COC1=CC=C(C=C1)C1=CC(=NO1)C1=NC2=C(N1CCOC1=CC=C(C=C1)[N+](=O)[O-])C=CC=C2